5-(7-((3-((2,6-Dimethylphenyl)amino)-1-methyl-1H-pyrazolo[3,4-d]pyrimidin-6-yl)amino)-3,4-dihydroisoquinolin-2(1H)-yl)-2-(2,6-dioxopiperidin-3-yl)isoindoline-1,3-dione CC1=C(C(=CC=C1)C)NC1=NN(C2=NC(=NC=C21)NC2=CC=C1CCN(CC1=C2)C=2C=C1C(N(C(C1=CC2)=O)C2C(NC(CC2)=O)=O)=O)C